O1COC2=C1C=CC(=C2)NC(C2=CC(=CC=C2)N2N=C(C(=C2C)Cl)C)=O N-(1,3-benzodioxol-5-yl)-3-(4-chloro-3,5-dimethyl-pyrazol-1-yl)benzamide